[N+](=O)([O-])C1=CC=C(C=C1)OC(NCC1=CC(=CC=C1)C(F)(F)F)=O (3-(trifluoromethyl)benzyl)carbamic acid 4-nitrophenyl ester